C(C)OC([C@@H]([C@@H](O)C1=CN=C(S1)Cl)O)=O (2R,3R)-ethyl-3-(2-chlorothiazol-5-yl)-2,3-dihydroxypropanoate